ClC=1C=C(C=CC1F)N1CC(CC1=O)C(=O)NC1=NNC(=C1)C1CC1 1-(3-chloro-4-fluorophenyl)-N-(5-cyclopropyl-1H-pyrazol-3-yl)-5-oxopyrrolidine-3-carboxamide